ClC=1C=CC=2N(C1C(O)C=1N=NN(C1C)C1=CC=CC=C1)C=NC2 (6-chloro-imidazo[1,5-a]pyridin-5-yl)-(5-methyl-1-phenyl-1H-[1,2,3]triazol-4-yl)-methanol